FC(C=1C=C(CN2C(=NC=C2)C2=CC=C(C=C2)NS(=O)(=O)C=2C=CC=C3C=CC=NC23)C=CC1)(F)F N-(4-(1-(3-(trifluoromethyl)benzyl)-1H-imidazol-2-yl)phenyl)quinoline-8-sulfonamide